CC1=NOC(=C1C(C)(C)NC(=O)C=1C=C2C(=NC1)N(C=N2)C)C N-(2-(3,5-dimethylisoxazol-4-yl)propan-2-yl)-3-methyl-3H-imidazo[4,5-b]pyridine-6-carboxamide